C(#N)[C@H](C[C@H]1C(NC(C1)(C)C)=O)NC([C@H](CC1CC1)NC([C@H](CC1=CC=CC2=CC=CC=C12)NC(=O)C1=NC=CN=C1)=O)=O N-((S)-1-(((S)-1-(((S)-1-cyano-2-((R)-5,5-dimethyl-2-oxopyrrolidin-3-yl)ethyl)amino)-3-cyclopropyl-1-oxopropan-2-yl)amino)-3-(naphthalen-1-yl)-1-oxopropan-2-yl)pyrazine-2-carboxamide